N1(N=CC=C1)CC=1C=CC(=NC1OC)C(=O)NS(=O)(=O)C1=C(C=C(C=C1OC)OC)OC 5-((1H-pyrazol-1-yl)methyl)-6-methoxy-N-((2,4,6-trimethoxyphenyl)sulfonyl)picolinamide